C1(CCCC1)NC(C[C@H]1C[C@H](N(C1)C=1C2=C(N=C(N1)C)C1=C(O2)C=CC=C1)C(=O)O)=O (2S,4R)-4-(2-(cyclopentyl-amino)-2-oxoethyl)-1-(2-methylbenzofuro[3,2-d]pyrimidin-4-yl)pyrrolidine-2-carboxylic acid